Cl.N(N)C(\C=C/C(=O)O)=O (Z)-4-hydrazinyl-4-oxobut-2-enoic acid, hydrochloride salt